C1(CC1)[C@]1(C(N(C[C@H]1C)C1=NN(C2=CN=CC=C21)C=2C=NN(C2)C(F)F)=O)C#N (3R,4S)-3-cyclopropyl-1-[1-[1-(difluoromethyl)pyrazol-4-yl]pyrazolo[3,4-c]pyridin-3-yl]-4-methyl-2-oxopyrrolidine-3-carbonitrile